6-(3-Cyclopropoxy-2-methylphenyl)-5,7-dimethyl-2-(4-morpholinophenyl)-2,6-dihydro-1H-pyrrolo[3,4-d]pyridazin-1-one C1(CC1)OC=1C(=C(C=CC1)N1C(=C2C(N(N=CC2=C1C)C1=CC=C(C=C1)N1CCOCC1)=O)C)C